ethyl 1-ethyl-4-oxo-8-[[2-[2-oxo-3-(3-oxo-4H-pyrido[3,2-b][1,4]oxazin-6-yl)-1,3-oxazolidin-5-yl]ethylamino]methyl]-8,9-dihydro-7H-cyclopenta[h]quinoline-3-carboxylate C(C)N1C=C(C(C2=CC=C3C(=C12)CC(C3)CNCCC3CN(C(O3)=O)C=3C=CC=1OCC(NC1N3)=O)=O)C(=O)OCC